butyl-2-(4-cyclopropyl-6-methoxypyrimidin-5-yl)-4-(methylsulfonyl)-7,8-dihydro-pyrido[4,3-d]pyrimidine-6(5H)-carbonitrile C(CCC)C1N(CCC=2N=C(N=C(C21)S(=O)(=O)C)C=2C(=NC=NC2OC)C2CC2)C#N